2-(4-(pyrrolidin-2-yl)phenyl)benzo[d]imidazo[2,1-b]thiazole-7-carboxamide N1C(CCC1)C1=CC=C(C=C1)C=1N=C2SC3=C(N2C1)C=CC(=C3)C(=O)N